N-((1s,4s)-4-((5-(1-(1,3-difluoropropan-2-yl)-1H-benzo[d][1,2,3]triazol-6-yl)-4-methoxypyrrolo[2,1-f][1,2,4]triazin-2-yl)amino)cyclohexyl)acetamide FCC(CF)N1N=NC2=C1C=C(C=C2)C=2C=CN1N=C(N=C(C12)OC)NC1CCC(CC1)NC(C)=O